(4-methyl benzoate)-acetyl oxime C(C)(=O)ON=C(C1=CC=C(C=C1)C)[O-]